BrC=1C=C(C2=C(C=CB(O2)O)C1)F 6-bromo-8-fluoro-2-hydroxy-1,2-benzoxaborinine